N1=CN=C(C=C1)CCC1=CC(=NC=C1)C1=NC=CC(=C1)CCC1=NC=NC=C1 4,4'-bis(2-(4-pyrimidinyl)ethyl)-2,2'-bipyridine